COC1=CC=C(N=N1)NC(C1=C(C(=CC=C1)[N+](=O)[O-])C)=O N-(6-methoxypyridazin-3-yl)-2-methyl-3-nitrobenzamide